C(\C=C/C(=O)O)(=O)O.C(\C=C/C(=O)O)(=O)O.C(CC)(O)O propanediol dimaleate